2-(4-cyclopropyl-6-methoxypyrimidin-5-yl)-5-methyl-8-(4-(1-isopropyl-4-(trifluoromethyl)-1H-imidazol-2-yl)benzyl)-7,8-dihydropteridin-6(5H)-one C1(CC1)C1=NC=NC(=C1C1=NC=2N(CC(N(C2C=N1)C)=O)CC1=CC=C(C=C1)C=1N(C=C(N1)C(F)(F)F)C(C)C)OC